dichloro[1,3-bis(2,4,6-trimethylphenyl)-2-imidazolidinylidene](2-isopropoxyphenylmethylene)-ruthenium(II) Cl[Ru-4](=CC1=C(C=CC=C1)OC(C)C)(=C1N(CCN1C1=C(C=C(C=C1C)C)C)C1=C(C=C(C=C1C)C)C)Cl